tert-butyl ((1-(4-((3-(2,3-difluoro-4-methoxyphenyl)imidazo[1,2-a]pyrazin-8-yl)amino)phenyl)piperidin-4-yl)methyl)carbamate FC1=C(C=CC(=C1F)OC)C1=CN=C2N1C=CN=C2NC2=CC=C(C=C2)N2CCC(CC2)CNC(OC(C)(C)C)=O